Methyl 4-(2-(3-bromophenyl)-2-(3-(5-((4-(1,2-dihydroxyethyl)-6-fluoro-1H-indol-5-yl)oxy)-2-fluorophenyl)-1H-pyrazol-1-yl)ethoxy)-2,2-dimethylbutanoate BrC=1C=C(C=CC1)C(COCCC(C(=O)OC)(C)C)N1N=C(C=C1)C1=C(C=CC(=C1)OC=1C(=C2C=CNC2=CC1F)C(CO)O)F